C(C)SCCSCC1=NC(=CC=C1)C1=NC(=CC=C1)CSCCSCC 2-(2-ethylsulfanylethylsulfanylmethyl)-6-[6-(2-ethylsulfanylethylsulfanylmethyl)-2-pyridyl]pyridine